N-(6-methyl-2-(spiro[indolin-3,4'-piperidin]-1-yl)pyrimidin-4-yl)-1H-indazol-5-amine CC1=CC(=NC(=N1)N1CC2(CCNCC2)C2=CC=CC=C12)NC=1C=C2C=NNC2=CC1